((S)-2-(2-(4-chlorophenyl)-2-methylpropanamido)-3-(3-fluoro-4-hydroxyphenyl)propanoyl)-D-glutamic acid ClC1=CC=C(C=C1)C(C(=O)N[C@H](C(=O)N[C@H](CCC(=O)O)C(=O)O)CC1=CC(=C(C=C1)O)F)(C)C